2-(4-bromo-3-chloro-5-methoxyphenyl)-4,4,5,5-tetramethyl-1,3,2-dioxaborolane BrC1=C(C=C(C=C1OC)B1OC(C(O1)(C)C)(C)C)Cl